methyl 5-{6-azaspiro[2.5]octan-5-yl}-6-(dimethylamino)pyridine-2-carboxylate C1CC12CC(NCC2)C=2C=CC(=NC2N(C)C)C(=O)OC